methyl 1-(5-((2,6-dichlorobenzyl) oxy)-2,3-dihydro-1H-inden-1-yl)-4-methylpiperidine-4-carboxylate ClC1=C(COC=2C=C3CCC(C3=CC2)N2CCC(CC2)(C(=O)OC)C)C(=CC=C1)Cl